1-(2-Methyl-4-(4-(piperazin-4-ylmethyl)piperidin-1-yl)phenyl)dihydropyrimidine-2,4(1H,3H)-dione CC1=C(C=CC(=C1)N1CCC(CC1)CN1CCNCC1)N1C(NC(CC1)=O)=O